C[Si](OCCOC)(OCCOC)C dimethyldi(2-methoxyethoxy)silane